7-isopropoxy-2-(methylsulfanyl)-5-[2-(triisopropylsilyl)ethynyl]pyrido[2,3-d]pyrimidine C(C)(C)OC=1C=C(C2=C(N=C(N=C2)SC)N1)C#C[Si](C(C)C)(C(C)C)C(C)C